1-(3-nitrophenyl)-ethan-1-one [N+](=O)([O-])C=1C=C(C=CC1)C(C)=O